C(CC)C1=NC=C(N=C1)CCC 2,5-dipropylpyrazine